1-(3,4-dimethyl-2-(p-tolyl)-2H-pyrazolo[3,4-d]pyridazin-7-yl)-N-(3-(pyrrolidin-1-yl)propyl)piperidine-4-carboxamide CC=1N(N=C2C(=NN=C(C21)C)N2CCC(CC2)C(=O)NCCCN2CCCC2)C2=CC=C(C=C2)C